C(C)(C)(C)C1=CC=C(CSC(=C2C(N(CCCC2=O)C2=CC=C(C=C2)C(F)(F)F)=O)NC2=CC=C(C=C2)F)C=C1 3-(((4-(tertiarybutyl)benzyl)thio)((4-fluorophenyl)amino)methylene)-1-(4-(trifluoromethyl)phenyl)azepane-2,4-dione